Cl.C(CCC)NC=1C=2C(N=C(N1)N)=CN(N2)CC2=C(C=C(C=C2)N2CCNCC2)OC N7-butyl-2-(2-methoxy-4-(piperazin-1-yl)benzyl)-2H-pyrazolo[4,3-d]pyrimidine-5,7-diamine hydrochloride